2-[1-(2-cyanophenyl)-1-(3,4-difluorophenyl)propan-2-yl]-5-methoxy-1-methyl-N-(1,2-oxazol-4-yl)-6-oxopyrimidine-4-carboxamide C(#N)C1=C(C=CC=C1)C(C(C)C=1N(C(C(=C(N1)C(=O)NC=1C=NOC1)OC)=O)C)C1=CC(=C(C=C1)F)F